[2-methyl-4,8-di(3,5-dimethyl-phenyl)-1,5,6,7-tetrahydro-s-indacen-1-yl][2-methyl-4-(3,5-dimethyl-phenyl)-5-methoxy-6-tert-butylinden-1-yl]zirconium dichloride [Cl-].[Cl-].CC=1C(C2=C(C=3CCCC3C(=C2C1)C1=CC(=CC(=C1)C)C)C1=CC(=CC(=C1)C)C)[Zr+2]C1C(=CC2=C(C(=C(C=C12)C(C)(C)C)OC)C1=CC(=CC(=C1)C)C)C